N-((1r,3r)-3-(3-chloro-4-cyanophenoxy)-2,2,4,4-tetramethylcyclobutyl)-6-(piperazin-1-yl)pyridazine-3-carboxamide ClC=1C=C(OC2C(C(C2(C)C)NC(=O)C=2N=NC(=CC2)N2CCNCC2)(C)C)C=CC1C#N